C(C)(C)(C)OC(=O)N1C(C(C1)N1N=CC(=C1)C=1C(=NNC1C)C)CC#N (cyanomethyl)-3-(3',5'-dimethyl-1H,1'H-[4,4'-bipyrazol]-1-yl)azetidine-1-carboxylic acid tert-butyl ester